Cl.NC[C@@H](C)C1=CC=C(C#N)C=C1 (S)-4-(1-aminopropan-2-yl)benzonitrile hydrochloride